N[C@@H](C(=O)NC1=CC=C(C=C1)C1=C2C(=NC=C1)NC(=C2)C2CC2)CC(C)(C)C (2R)-2-Amino-N-[4-(2-cyclopropyl-1H-pyrrolo[2,3-b]pyridin-4-yl)phenyl]-4,4-dimethyl-pentanamide